R-(R,R)-acetate C(C)(=O)[O-]